2-(piperidin-4-yloxy)pyridine dihydrochloride Cl.Cl.N1CCC(CC1)OC1=NC=CC=C1